tert-butyl 2-[[(1S)-1-(hydroxymethyl)-3-methyl-butyl]amino]-7-azaspiro[3.5]nonane-7-carboxylate OC[C@H](CC(C)C)NC1CC2(C1)CCN(CC2)C(=O)OC(C)(C)C